4-[2,5-dichloro-4-[([1-[4-(2-cyclopropoxyphenyl)pyridin-3-yl]cyclopropyl]amino)methyl]phenyl]butanal ClC1=C(C=C(C(=C1)CNC1(CC1)C=1C=NC=CC1C1=C(C=CC=C1)OC1CC1)Cl)CCCC=O